(S)-N-(4-(1-Acetyl-2-methyl-1,2,3,4-tetrahydroquinolin-6-yl)benzyl)-6-(2-aminopyrimidin-5-yl)-8-morpholinoimidazo[1,2-a]pyrazine-2-carboxamide C(C)(=O)N1[C@H](CCC2=CC(=CC=C12)C1=CC=C(CNC(=O)C=2N=C3N(C=C(N=C3N3CCOCC3)C=3C=NC(=NC3)N)C2)C=C1)C